(2E)-methyl 2-[2-[[(E)-1-(3,5-dichlorophenyl) ethylamino] oxymethyl]-3-methylphenyl]-2-methoxyiminoacetate ClC=1C=C(C=C(C1)Cl)C(C)NOCC1=C(C=CC=C1C)\C(\C(=O)OC)=N/OC